Cl.C(CCCCCCCCCCCCCCC)N(CCCCCCCCCCCCCCCC)CC(F)(F)F N,N-dihexadecyl-2,2,2-trifluoroethylamine hydrochloride